ethyl 5-(tert-butoxycarbonylamino)-2-[3-[tert-butyl(dimethyl)silyl]oxy-3-methylbutyl]-6-methoxy-pyrazolo[1,5-a]pyridine-3-carboxylate C(C)(C)(C)OC(=O)NC1=CC=2N(C=C1OC)N=C(C2C(=O)OCC)CCC(C)(C)O[Si](C)(C)C(C)(C)C